N1N=C(C=C1)NC1=CC=C(C(=N1)CC1(C[C@H](N(CC1)CC1=C(C(=CC=C1)C)F)C)C(=O)O)F (2R)-4-((6-((1H-pyrazol-3-yl)amino)-3-fluoropyridin-2-yl)methyl)-1-(2-fluoro-3-methylbenzyl)-2-methylpiperidine-4-carboxylic acid